6-chloro-N-[5-chloro-1-(1-methylcyclopropyl)-1H-pyrazol-4-yl]-7-[(2S)-2,4-dimethylpiperazin-1-yl]quinazolin-2-amine ClC=1C=C2C=NC(=NC2=CC1N1[C@H](CN(CC1)C)C)NC=1C=NN(C1Cl)C1(CC1)C